[La].[Zn] zinc-lanthanum